(S)-9-bromo-2-methyl-7-((2-methyl-1H-imidazol-1-yl)methyl)-4-((4-methylpyridin-2-yl)methyl)-3,4-dihydrobenzo[f][1,4]oxazepin-5(2H)-one BrC1=CC(=CC=2C(N(C[C@@H](OC21)C)CC2=NC=CC(=C2)C)=O)CN2C(=NC=C2)C